3-(4-(benzyloxy)-3-fluorophenyl)-5-(4-(4-methylpiperazin-1-yl)phenyl)-1H-pyrazolo[3,4-b]pyridine C(C1=CC=CC=C1)OC1=C(C=C(C=C1)C1=NNC2=NC=C(C=C21)C2=CC=C(C=C2)N2CCN(CC2)C)F